FC1=CC=C(C=C1)[C@H]1C2=C(N(C([C@H]1NC(C1=CC(=CC=C1)C(F)(F)F)=O)=O)COC)N(N=C2C)C2=CC=CC=C2 N-[(4S,5S)-4-(4-fluorophenyl)-7-(methoxymethyl)-3-methyl-6-oxo-1-phenyl-1H,4H,5H,6H,7H-pyrazolo[3,4-b]pyridin-5-yl]-3-(trifluoromethyl)benzamide